2'-Chloro-5'-fluoro-4-methyl-3,4'-bipyridine ClC1=NC=C(C(=C1)C=1C=NC=CC1C)F